BrC1=CC=C(C=N1)NS(=O)(=O)C1=CNC2=CC(=CC=C12)Cl N-(6-bromopyridin-3-yl)-6-chloro-1H-indole-3-sulfonamide